6,7-dimethoxy-9-(6-(methyl(phenyl)amino)pyridin-3-yl)naphtho[2,3]furan COC=1C(=CC2=C(C3=C(C=CO3)C=C2C1)C=1C=NC(=CC1)N(C1=CC=CC=C1)C)OC